The molecule is a benzamide obtained by formal condensation of the carboxy group of 4-[5-(3,5-dichlorophenyl)-5-(trifluoromethyl)-4,5-dihydro-1,2-oxazol-3-yl]-2-methylbenzoic acid with the amino group of N-methoxymethanimidamide. It is a member of benzamides, an isoxazoline, a dichlorobenzene, a member of formamidines, an organofluorine compound and an ether. CC1=C(C=CC(=C1)C2=NOC(C2)(C3=CC(=CC(=C3)Cl)Cl)C(F)(F)F)C(=O)N/C=N/OC